N-methyl-N-(1-methylpiperidin-4-yl)-3-(2,2,2-trifluoroethoxy)benzamide CN(C(C1=CC(=CC=C1)OCC(F)(F)F)=O)C1CCN(CC1)C